C1CC(=O)N[C@H]1C(=O)O (R)-(+)-2-Pyrrolidone-5-carboxylic acid